9,11,13-trifluorooctadecanoic acid FC(CCCCCCCC(=O)O)CC(CC(CCCCC)F)F